C(CCC)OP(O)(O)=O Phosphoric acid monobutyl ester